tert-butyl (S)-2-((3-((1-(7-cyanoquinolin-5-yl)cyclopropyl)carbamoyl)-4-methylphenoxy)methyl)azetidine-1-carboxylate C(#N)C1=CC(=C2C=CC=NC2=C1)C1(CC1)NC(=O)C=1C=C(OC[C@H]2N(CC2)C(=O)OC(C)(C)C)C=CC1C